(2R,5S,7aS)-2-fluoro-5-methyltetrahydro-1H-pyrrolizin F[C@@H]1CC2=CC[C@@H](N2C1)C